S1(C(=CC=C1C(=O)O)C(=O)O)(=O)=O 2,5-thiophenedicarboxylic acid-1,1-dioxide